BrC1=CC(=C(C=C1)C=1C=2N(C(=NN1)N[C@H]1CN(CCC1)C)N=CC2)OC 4-(4-bromo-2-methoxyphenyl)-N-[(3R)-1-methylpiperidin-3-yl]pyrazolo[1,5-d][1,2,4]triazin-7-amine